C(C)(C)(C)OC(C=CC1=CC=C(C=C1)C(C1=CC=C(C=C1)OCCCCCCO)=O)=O 4-[4-(6-hydroxyhexyloxy)benzoyl]cinnamic acid tertiary butyl ester